4-(4-chlorobenzyl)-7-(thiophen-2-ylmethyl)-1,2,6,7,8,9-hexahydroimidazo[1,2-a]pyrido[3,4-e]pyrimidin-5(4H)-one ClC1=CC=C(CN2C=3N(C4=C(C2=O)CN(CC4)CC=4SC=CC4)CCN3)C=C1